2-(3,5-dichloro-4-(4-hydroxy-3-isopropylbenzyl)phenoxy)-2-fluoroacetic acid ClC=1C=C(OC(C(=O)O)F)C=C(C1CC1=CC(=C(C=C1)O)C(C)C)Cl